NC1=C2N=CN(C2=NC(=N1)F)C1OC2(COC1C2OP(OCCC#N)N(C(C)C)C(C)C)COC(C2=CC=CC=C2)(C2=CC=C(C=C2)OC)C2=CC=C(C=C2)OC 3-[[6-(6-amino-2-fluoro-purin-9-yl)-4-[[bis(4-methoxyphenyl)-phenyl-methoxy]methyl]-2,5-dioxabicyclo[2.2.1]heptan-7-yl]oxy-(diisopropylamino)phosphanyl]oxypropanenitrile